[Si](C1=CC=CC=C1)(C1=CC=CC=C1)(C(C)(C)C)OC1C(N(CC1)C(=O)[O-])(C(=O)[O-])CCCCl (tert-butyldiphenylsilyl)oxyl-2-(3-chloropropyl)pyrrolidine-1,2-dicarboxylate